3-Isobutyl-5-(2-methyl-4-phenylthiazol-5-yl)-3H-imidazo[4,5-b]pyridin-2-ylamine C(C(C)C)N1C(=NC=2C1=NC(=CC2)C2=C(N=C(S2)C)C2=CC=CC=C2)N